C(C)ON1C=C(C2=CC(=CC=C12)O)CCNC(C)=O N-[2-(1-Ethoxy-5-Hydroxy-1H-indol-3-yl)ethyl]acetamide